CC(C[C@@H](C(=O)N1CCC(CC1)COC1=CC=C(C=C1)C)N1C([C@@H](NCC1)CC(C)C)=O)C (S)-1-[(S)-3-Methyl-1-({4-[(p-tolyloxy)methyl]-1-piperidyl}carbonyl)butyl]-3-isobutyl-2-piperazinone